4-(4-bromobenzyl)morpholine BrC1=CC=C(CN2CCOCC2)C=C1